BrC=1C=CC2=C(C(=NC(C(=N2)N)C)C2=C(C=CC=C2F)F)C1Cl 7-bromo-6-chloro-5-(2,6-difluorophenyl)-3-methyl-3H-1,4-benzodiazepine-2-Amine